(R)-6-(4-methoxy-2-((1-(oxetan-3-yl)ethyl)amino)pyrrolo[2,1-f][1,2,4]triazin-5-yl)-N-methylimidazo[1,2-a]pyridine-3-carboxamide COC1=NC(=NN2C1=C(C=C2)C=2C=CC=1N(C2)C(=CN1)C(=O)NC)N[C@H](C)C1COC1